BrC=1C=2N(C=CC1)C(=C(N2)C#CCNC2=C(C=C(C(=O)NC(C)C)C=C2)OC)SC(F)(F)F 4-[(3-{8-bromo-3-[(trifluoromethyl)sulfanyl]imidazo[1,2-a]pyridin-2-yl}prop-2-yn-1-yl)amino]-N-isopropyl-3-methoxybenzamide